CC1NC([C@]2(C[C@H](N(C2)C(=O)OC(C)(C)C)C(=O)OC)C1)=O 2-(t-butyl) 3-methyl (3S,5S)-8-methyl-6-oxo-2,7-diazaspiro[4.4]nonane-2,3-dicarboxylate